C(N)(=O)C=1C(=NN(C1)C1(CCC(CC1)N1CC(C1)C(F)(F)F)CC#N)NC1=CC=C(C=C1)P(OCC)(OCC)=O diethyl (4-((4-carbamoyl-1-((1R,4R)-1-(cyanomethyl)-4-(3-(trifluoromethyl) azetidin-1-yl)cyclohexyl)-1H-pyrazol-3-yl)amino)phenyl)phosphonate